CN1C(=C(C=C1C)C1=CC=CC=C1)C(C(=O)N)=O 2-(1,5-dimethyl-3-phenyl-1H-pyrrole-2-yl)-2-oxoacetamide